1,2,3,4-tetrahydrobenzanthracene-7,12-dione C1CCCC=2C=CC=3C(C=4C=CC=CC4C(C3C21)=O)=O